C(C)(C)(C)OC(NCC(C1=CC(=CC=C1)P(=O)(C)C)N)=O N-{2-amino-2-[3-(dimethylphosphoryl)phenyl]ethyl}-carbamic acid tert-butyl ester